4-(4-chloro-5-(2,5-dimethyl-7-(pentan-3-yl)pyrazolo[1,5-a]pyrimidin-3-yl)thiazol-2-yl)morpholine ClC=1N=C(SC1C=1C(=NN2C1N=C(C=C2C(CC)CC)C)C)N2CCOCC2